molybdenum (IV) azole N1C=CC=C1.[Mo+4]